FC=1C=CC(=NC1)C=1C=C(C=CC1C(F)(F)F)NC(=O)N1C2CCC1C1=CC=CC=C21 N-(3-(5-fluoropyridin-2-yl)-4-(trifluoromethyl)phenyl)-1,2,3,4-tetrahydro-1,4-epiminonaphthalene-9-carboxamide